O1S(CNCC1)(=O)=O 1,2,4-oxathiazinane-2,2-dioxide